ClC1=CC=C(C=C1)C=1N=C2N(C=CC=C2)C1CN1CC2COCC(C1)N2C(=O)NC(C)C 7-{[2-(4-Chlorophenyl)imidazo[1,2-a]pyridin-3-yl]methyl}-N-isopropyl-3-oxa-7,9-diazabicyclo[3.3.1]nonan-9-carboxamid